ClC1=CC(=C(COC2=NC=CC=C2C2CCN(CC2)CC2=NC3=C(N2C[C@H]2OCC2)C=C(C=C3)C(=O)[O-])C=C1)F.[NH4+] ammonium (l)-2-[(4-{2-[(4-chloro-2-fluorobenzyl) oxy] pyridin-3-yl} piperidin-1-yl) methyl]-1-[(2S)-oxetan-2-ylmethyl]-1H-benzimidazole-6-carboxylate